C(CCCCCCC)S(=O)C(CC1=CC2=C(OCO2)C=C1)C 5-(2-(octylsulfinyl)propyl)benzo[d][1,3]dioxole